ethyl 6-(4-chloro-3-methylphenyl)-3-(2,2-difluorocyclopropyl)-4-oxo-4,5-dihydro-pyrazolo[1,5-a]pyrazine-2-carboxylate ClC1=C(C=C(C=C1)C=1NC(C=2N(C1)N=C(C2C2C(C2)(F)F)C(=O)OCC)=O)C